C=1(C(=CC=C2C=CC=CC12)S(=O)(=O)[O-])C1=CC=CC2=CC=CC=C12 binaphthalenesulfonate